di(isopropyl salicylate) carbonate C(O)(O)=O.C(C)(C)OC=1C(C(=O)O)=CC=CC1.C(C)(C)OC=1C(C(=O)O)=CC=CC1